3-(4-methoxyphenyl)-1,2,4-oxadiazole hemiformate C(=O)O.COC1=CC=C(C=C1)C1=NOC=N1.COC1=CC=C(C=C1)C1=NOC=N1